tert-butyl (2R,3S,4S,5R)-3-(3,4-difluoro-2-(((trifluoromethyl) sulfonyl)oxy)phenyl)-4,5-dimethyl-5-(trifluoromethyl)tetrahydrofuran-2-carboxylate FC=1C(=C(C=CC1F)[C@H]1[C@@H](O[C@]([C@H]1C)(C(F)(F)F)C)C(=O)OC(C)(C)C)OS(=O)(=O)C(F)(F)F